methyl 4-(4-(tert-butyldimethylsilyloxy) cyclohexylamino)-6-chloropyridazine-3-carboxylate [Si](C)(C)(C(C)(C)C)OC1CCC(CC1)NC1=C(N=NC(=C1)Cl)C(=O)OC